CN[C@@H](CCC(=O)O)C(=O)O N-Methylglutamic acid